2-((phenylmethyloxycarbonyl)(methyl)amino)-2-methylpropionic acid C1(=CC=CC=C1)COC(=O)N(C(C(=O)O)(C)C)C